C(C)(C)(C)SC=1C=CC=C2C=C(C=NC12)C(F)(F)F 8-tert-Butylsulfanyl-3-trifluoromethylquinoline